C(C)OC(=O)C1=C(N(C(=CC1=O)CN1N=C(C=C1)Br)CC)C1=CC(=C(C=C1)Cl)Cl 6-[(3-bromopyrazol-1-yl)methyl]-2-(3,4-dichlorophenyl)-1-ethyl-4-oxo-pyridine-3-carboxylic acid ethyl ester